FC(C(=O)OCC)(C(OC)C1=CC=C(C=C1)F)F ethyl 2,2-difluoro-3-(4-fluorophenyl)-3-methoxypropanoate